5-(((1-hydroxycyclohexyl)methyl)carbamoyl)-2-methoxybenzoic acid methyl ester COC(C1=C(C=CC(=C1)C(NCC1(CCCCC1)O)=O)OC)=O